6-chloro-5-(2-methoxyphenoxy)-2-(p-tolyl)pyrimidin-4-amine ClC1=C(C(=NC(=N1)C1=CC=C(C=C1)C)N)OC1=C(C=CC=C1)OC